P(=O)(OCCCCCCCCC)(OCCN1CCN(CC1)C(CCCCCCCCCCCCCCCCC)=O)O nonyl (2-(4-stearoylpiperazin-1-yl)ethyl) hydrogen phosphate